tert-butyl (2S,5R)-5-(4-(4,6-dichloro-7H-pyrrolo[2,3-d]pyrimidin-7-yl)phenyl)-2-ethylmorpholine-4-carboxylate ClC=1C2=C(N=CN1)N(C(=C2)Cl)C2=CC=C(C=C2)[C@@H]2CO[C@H](CN2C(=O)OC(C)(C)C)CC